1-(2-bromothiazol-5-yl)-N,N-dimethylmethylamine BrC=1SC(=CN1)CN(C)C